ClC=1N=C(C2=C(N1)CCC2)NC=2N=CN(C2)C2=CC(=C(C(=C2)OC)OC)OC 2-chloro-N-(1-(3,4,5-trimethoxyphenyl)-1H-imidazol-4-yl)-6,7-dihydro-5H-cyclopenta[d]pyrimidin-4-amine